(S)-2-((4-((2-(((3-Chloro-5-cyclopropylpyridin-2-yl)oxy)methyl)oxazol-5-yl)methyl)piperidin-1-yl)methyl)-1-(oxetan-2-ylmethyl)-1H-benzo[d]imidazole-6-carboxylic acid ClC=1C(=NC=C(C1)C1CC1)OCC=1OC(=CN1)CC1CCN(CC1)CC1=NC2=C(N1C[C@H]1OCC1)C=C(C=C2)C(=O)O